2-(3-Isopropyl-2-(8-methyl-[1,2,4]triazolo[1,5-a]pyridin-6-yl)-1H-indol-5-yl)-4-(oxetan-3-yl)morpholin C(C)(C)C1=C(NC2=CC=C(C=C12)C1CN(CCO1)C1COC1)C=1C=C(C=2N(C1)N=CN2)C